N-(4-(N-(2-bromobenzyl)-N-(4-fluorobenzyl)sulfamoyl)phenyl)-2-(pyridin-4-yl)cyclopropane-1-carboxamide BrC1=C(CN(S(=O)(=O)C2=CC=C(C=C2)NC(=O)C2C(C2)C2=CC=NC=C2)CC2=CC=C(C=C2)F)C=CC=C1